C(C)(C)(C)OC(NC(C)(C)C1=CNC(C2=CN=C(C=C12)Cl)=O)=O (2-(6-chloro-1-oxo-1,2-dihydro-2,7-naphthyridin-4-yl)propan-2-yl)carbamic acid tert-butyl ester